C(C)O[B-](OCC)(OCC)OCC.[Li+] Lithium tetraethoxyborate